N1=NC(=CC2=C1C1=C(CCC2)C=CC=C1)N1N=C(N=C1N)NC1=CC(=C(C=C1)C1NCC2C1CN(C2)C2CCCC2)F 1-(6,7-dihydro-5H-benzo[6,7]cyclohepta[1,2-c]pyridazin-3-yl)-N3-(3-fluoro-4-(5-cyclopentyloctahydropyrrolo[3,4-c]pyrrolyl)phenyl)-1H-1,2,4-triazole-3,5-diamine